CC1=C(C=C(C(=C1C)OC(C)(C)C)C)O 2,3,5-Trimethyl-4-tert.-butoxy-phenol